Cis-2-(3-fluoro-4-hydroxyphenyl)chromane FC=1C=C(C=CC1O)C1OC2=CC=CC=C2CC1